C(C1=CC=CC=C1)(=O)OC=1C(C2=CC=CC=C2C(C1)=O)=O 1,4-dioxo-1,4-dihydronaphthalene-2-yl benzoate